FC(C1=NN=C(O1)C=1C=CC(=NC1)CN1C(N(C2=C1C=C(C(=C2)N2CCN(CC2)C(C)C)F)C)=O)F 1-((5-(5-(difluoromethyl)-1,3,4-oxadiazole-2-yl)pyridine-2-yl)methyl)-6-fluoro-5-(4-isopropylpiperazine-1-yl)-3-methyl-1,3-dihydro-2H-benzo[d]imidazole-2-one